CO\C(\C(=O)OC)=C/C1=CC=C(C2=C1SC=C2)OCCC=2N=C(OC2C)C2=C(C=CC=C2[2H])[2H] methyl (Z)-2-methoxy-3-(4-(2-(5-methyl-2-(phenyl-2,6-d2)oxazol-4-yl)ethoxy)benzo[b]thiophen-7-yl)acrylate